NC1=C(C(=NC=N1)C=1C(=C(C=C(C1)F)NC(C1=C(C=C(C=C1)C1CC1)F)=O)C)OC[C@H]1N(CC1)C(C#C)=O (S)-N-(3-(6-amino-5-((1-propynoylazetidin-2-yl)methoxy)pyrimidin-4-yl)-5-fluoro-2-methylphenyl)-4-cyclopropyl-2-fluorobenzamide